C(\C=C/C(=O)OCCCCCC(C)C)(=O)OCCCCCC(C)C.[Sn] tin diisooctyl maleate